(2S,4R)-N-[[2-(5-bromopentoxy)-4-(4-methylthiazol-5-yl)phenyl]methyl]-1-[(2S)-2-[(1-fluorocyclopropanecarbonyl)amino]-3,3-dimethyl-butanoyl]-4-hydroxy-pyrrolidine-2-carboxamide BrCCCCCOC1=C(C=CC(=C1)C1=C(N=CS1)C)CNC(=O)[C@H]1N(C[C@@H](C1)O)C([C@H](C(C)(C)C)NC(=O)C1(CC1)F)=O